C(CCCCCCCCCCCCCCCCC)[NH-] octadecyl-amid